2-(naphthalen-2-yl)propanal C1=C(C=CC2=CC=CC=C12)C(C=O)C